tert-butyl-4-(3,4-difluorophenyl)-1,4-diazacycloheptane-1-carboxylate C(C)(C)(C)OC(=O)N1CCN(CCC1)C1=CC(=C(C=C1)F)F